[I-].CS(=O)(=O)[O-].[NH4+].[NH4+] ammonium methanesulfonate iodide